tert-butyl (5-(6-cyano-2-isobutyl-1H-imidazo[4,5-c]pyridine-1-yl)-1-methylpiperidin-3-yl)carbamate C(#N)C1=CC2=C(C=N1)N=C(N2C2CC(CN(C2)C)NC(OC(C)(C)C)=O)CC(C)C